4-(6-chloro-8-fluoro-4-(6-fluoro-6-methyl-1,4-oxazepan-4-yl)-2-(((2R,7aS)-2-fluorotetrahydro-1H-pyrrolizin-7a(5H)-yl)methoxy)quinazolin-7-yl)-7-fluorobenzo[d]thiazole ClC=1C=C2C(=NC(=NC2=C(C1C1=CC=C(C2=C1N=CS2)F)F)OC[C@]21CCCN1C[C@@H](C2)F)N2CCOCC(C2)(C)F